C(=O)(O)C1=C(C(=O)C=2C=CC(=C(C2)S(=O)(=O)Cl)Cl)C=CC=C1 5-(2-carboxyl-benzoyl)-2-chlorobenzenesulfonyl chloride